(4-(2-((4-cyano-2-nitrophenyl)amino)ethyl)phenyl)phosphonic acid diethyl ester C(C)OP(OCC)(=O)C1=CC=C(C=C1)CCNC1=C(C=C(C=C1)C#N)[N+](=O)[O-]